C(C)NS(=O)(=O)C1=CC(=CC=C1)OC[C@H](CNC1COC2(C1)CCN(CC2)S(=O)(=O)C2=CC1=C(OCC(N1)=O)C=C2)O N-ethyl-3-((2S)-2-hydroxy-3-(8-(3-oxo-3,4-dihydro-2H-benzo[b][1,4]oxazin-6-ylsulfonyl)-1-oxa-8-azaspiro[4.5]decan-3-ylamino)propoxy)benzenesulfonamide